4-(2-chloro-6-(4-(methylsulfonyl)piperazin-1-yl)thieno[3,2-d]pyrimidin-4-yl)morpholine ClC=1N=C(C2=C(N1)C=C(S2)N2CCN(CC2)S(=O)(=O)C)N2CCOCC2